3-(3-Chloro-4-fluorophenyl)-1-(3-cyanophenyl)-1-((6,7,8,9-tetrahydro-5H-[1,2,4]triazolo[4,3-a]azepin-3-yl)methyl)urea ClC=1C=C(C=CC1F)NC(N(CC1=NN=C2N1CCCCC2)C2=CC(=CC=C2)C#N)=O